C1N(CC12CCNCC2)C2=NC=NC=C2OC2=C(C(=O)N(C(C)C)C(C)C)C=C(C=C2)F 2-((4-(2,7-Diazaspiro[3.5]nonan-2-yl)pyrimidin-5-yl)oxy)-5-fluoro-N,N-diisopropylbenzamide